6-fluoro-2,10-dimethyl-7-(6-(3-(piperidin-1-yl)propoxy)pyridin-3-yl)-9,10-dihydro-8-oxa-2,4,10a-triazanaphtho[2,1,8-cde]azulen-1(2H)-one FC=1C=C2N=CC=3N(C(N4C(COC(=C2C34)C1C=1C=NC(=CC1)OCCCN1CCCCC1)C)=O)C